6-[3-[(2S)-2-[(tert-butoxycarbonyl)amino]-4-carbamoylbutan-amido]-5-fluorophenyl]hexanoic acid C(C)(C)(C)OC(=O)N[C@H](C(=O)NC=1C=C(C=C(C1)F)CCCCCC(=O)O)CCC(N)=O